N-(4,5-dimethylisoxazol-3-yl)-2-(5-(hydroxymethyl)isoquinolin-8-yl)-N-(methoxymethyl)benzenesulfonamide CC=1C(=NOC1C)N(S(=O)(=O)C1=C(C=CC=C1)C=1C=CC(=C2C=CN=CC12)CO)COC